C(C)(C)(C)OC(=O)NC[C@@H]1[C@@H](C1)C[C@H]([C@@H](C)NC(OC(C)(C)C)=O)CN1C(C2=CC=CC=C2C1=O)=O Tert-butyl ((2R,3S)-4-((1S,2S)-2-(((tert-butoxycarbonyl)amino)methyl)cyclopropyl)-3-((1,3-dioxoisoindolin-2-yl)methyl)butan-2-yl)carbamate